CN1CCN(CC1)C1=CC=C(C=N1)CNC=1N=CC2=C(N1)NC=C2C2=CC=1N(C=C2)N=CC1 N-((6-(4-methylpiperazin-1-yl)pyridin-3-yl)methyl)-5-(pyrazolo[1,5-a]pyridin-5-yl)-7H-pyrrolo[2,3-d]pyrimidin-2-amine